3-ethyl-4-(3-ethyl-5-(piperidin-4-yl)-1H-indol-2-yl)-1H-pyrazolo[3,4-b]pyridine C(C)C1=NNC2=NC=CC(=C21)C=2NC1=CC=C(C=C1C2CC)C2CCNCC2